BrC1=CC=C(C=C1)N1CN(C2=C1C(=C(C(=C2)F)OC)F)COC 3-(4-Bromophenyl)-4,6-difluoro-5-methoxy-1-(methoxymethyl)-1H-benzo[d]imidazol